COC(=O)C1(CCC2(C(=CC3=CC=CC=C23)C[C@@H](CC)CO)CC1)NC1=CC(=CC=C1)Cl (1R,4R)-4-(3-Chloroanilino)-2'-[(2R)-2-(hydroxymethyl)butyl]spiro[cyclohexane-1,1'-indene]-4-carboxylic acid methyl ester